2-(6-(((1R,2S,4S,5S,7r)-9-azatricyclo[3.3.1.02,4]nonan-7-yl)oxy)pyridazin-3-yl)-5-(1H-imidazol-1-yl)phenol [C@H]12[C@H]3C[C@@H]3[C@H](CC(C1)OC1=CC=C(N=N1)C1=C(C=C(C=C1)N1C=NC=C1)O)N2